CC=1N=C(SC1C)NC(C1=C(C=CC(=C1)[N+](=O)[O-])C)=O N-(4,5-dimethylthiazol-2-yl)-2-methyl-5-nitrobenzamide